tert-Butyl dicarbonate C(=O)(OC(C)(C)C)OC(=O)[O-]